8-(8-azabicyclo[3.2.1]octan-3-yloxy)-4-[(2R)-3-(3,4-dihydro-1H-isoquinolin-2-yl)-2-hydroxy-propyl]-1-methyl-2,3-dihydro-1,4-benzodiazepin-5-one dihydrochloride Cl.Cl.C12CC(CC(CC1)N2)OC2=CC1=C(C(N(CCN1C)C[C@@H](CN1CC3=CC=CC=C3CC1)O)=O)C=C2